CN(C1=CC=C(C=C1)/N=N/C1=CC=C(C=C1)S(=O)(=O)NC1=CC2=C(SC(=C2)/C=C/C(=O)O)C=C1)C (E)-3-(5-(4-((E)-(4-(dimethylamino)phenyl)diazenyl)phenylsulfonamido)benzo[b]thiophen-2-yl)acrylic acid